BrC=1C=C(C=CC1)C=1C(=NC=CC1)OC 3-(3-bromophenyl)-2-methoxy-pyridine